C(C)(C)(C)OC(CC1=C(C=C(C=C1C(C)C)Br)C(C)C)=O 2-(4-bromo-2,6-diisopropylphenyl)acetic acid tert-butyl ester